ClC1=C(C=C2CC(NC2=C1)=O)C(=O)NC1C[C@H]2CC[C@@H](C1)N2S(=O)(=O)N2CCC(CC2)NC(OC(C)(C)C)=O Tert-butyl N-[1-[(1R,3r,5S)-3-(6-chloro-2-oxo-2,3-dihydro-1H-indole-5-carboxamido)-8-azabicyclo[3.2.1]octane-8-sulfonyl]piperidin-4-yl]carbamate